C(C)OC(=O)C=1C(=NN2C1NC(CC2=O)=O)Br 2-bromo-5,7-dioxo-4,5,6,7-tetrahydropyrazolo[1,5-a]pyrimidine-3-carboxylic acid ethyl ester